C(C)(C)OC(=O)C=C1C2=CC=CC=C2C(C=2C=CC=CC12)=CC(=O)OC(C)C 9,10-bis(isopropoxycarbonylmethylene)anthracene